cobalt-tungsten carbon [C].[W].[Co]